N-caproyl-phenylalanine C(CCCCC)(=O)N[C@@H](CC1=CC=CC=C1)C(=O)O